ClC1=C(C(=O)NC2=CC=C(C=C2)C2=NN(C(=C2)NC(=O)NC2=CC=CC=C2)C)C=CC=C1 2-Chloro-N-(4-(1-methyl-5-(3-phenylureido)-1H-pyrazol-3-yl)phenyl)benzamide